ICC(=O)NCCCCCC(=O)O 6-((iodoacetyl)amino)caproic acid